phenyl (4-cyclobutylphenyl)carbamate C1(CCC1)C1=CC=C(C=C1)NC(OC1=CC=CC=C1)=O